2-methoxyethyl (1S,2R,5R)-3-((3,5-difluoro-4-((1-methyl-1H-pyrazol-4-yl)oxy)phenyl)sulfonyl)-2-(hydroxycarbamoyl)-3,8-diazabicyclo[3.2.1]octane-8-carboxylate FC=1C=C(C=C(C1OC=1C=NN(C1)C)F)S(=O)(=O)N1[C@H]([C@@H]2CC[C@H](C1)N2C(=O)OCCOC)C(NO)=O